FC1(CCC1)CNC=1N=CC2=C(N1)NC=C2C2=CC=1N(C=C2)N=CC1C(=O)NC1CCOCC1 5-(2-(((1-fluorocyclobutyl)methyl)amino)-7H-pyrrolo[2,3-d]pyrimidin-5-yl)-N-(tetrahydro-2H-pyran-4-yl)pyrazolo[1,5-a]pyridine-3-carboxamide